COC1=C2CC[C@H](C2=CC=C1)NC(C1=CC=C(S1)C=1C(=C(N=C2[C@@H](NC(C12)=O)C(C)C)CCC1=CC=C(C=C1)F)C=1OC(=NN1)C)=O N-[(R)-4-methoxy-1-indanyl]-5-((S)-5-[2-(p-fluorophenyl)ethyl]-3-isopropyl-6-(5-methyl-1,3,4-oxadiazol-2-yl)-1-oxo-2,4-diaza-7-indanyl)-2-thenamide